glycidyl normal hexadecyl ether C(CCCCCCCCCCCCCCC)OCC1CO1